C(C1=CC=CC=C1)OC1=NC(=CC=C1C1=NN(C2=CC(=CC=C12)N1CCC(CC1)CN1[C@H](CN(CC1)C(=O)OC(C)(C)C)C)C)OCC1=CC=CC=C1 tert-butyl (S)-4-((1-(3-(2,6-bis(benzyloxy) pyridin-3-yl)-1-methyl-1H-indazol-6-yl) piperidin-4-yl) methyl)-3-methylpiperazine-1-carboxylate